C(C1=CC=CC=C1)N1C(=NC2=C1C=CC=C2)C=C 1-benzyl-2-vinyl-1H-benzo[d]imidazole